allylglycidyl ether C(C=C)OCC1CO1